ClC=1C=C(C=CC1C1CCC2(OCCO2)CC1)C[C@@H](CN1CC2(CS(C2)(=O)=O)CC1)C (S)-6-(3-(3-chloro-4-(1,4-dioxaspiro[4.5]decan-8-yl)phenyl)-2-methylpropyl)-2-thia-6-azaspiro[3.4]octane 2,2-dioxide